2,6-dimethylnonadecaenoic acid CC(C(=O)O)=CCCC(CCCCCCCCCCCCC)C